trimethyl-tert-butylamine CC(C(C)(C)N)(C)C